N-(3,4,5-trichlorophenyl)-[2,4'-bithiazole]-2'-amine ClC=1C=C(C=C(C1Cl)Cl)NC=1SC=C(N1)C=1SC=CN1